C(C)(C)(C)OC(=O)NCC1=CC=C(C=C1)NC(=O)C1=CC2=C(OCCC3=C2SC=C3)C=C1C=1C(=NC(=CC1)C(NCC(C)C)=O)C(=O)OC methyl 3-(9-((4-(((tert-butoxycarbonyl)amino)methyl)phenyl)carbamoyl)-4,5-dihydrobenzo[b]thieno[2,3-d]oxepin-8-yl)-6-(isobutylcarbamoyl)picolinate